3-{4-Ethylamino-2-[4-(4-methylpiperazin-1-yl)phenylamino]pyrimidin-5-yl}acrylonitrile C(C)NC1=NC(=NC=C1C=CC#N)NC1=CC=C(C=C1)N1CCN(CC1)C